(6-(4-methyl-1H-1,2,3-triazol-1-yl)pyridin-3-yl)methanol CC=1N=NN(C1)C1=CC=C(C=N1)CO